OC1=CC=C(CS(=O)(=O)O)C=C1 p-hydroxytoluenesulfonic acid